C(C)(C)OC(NC1=CC(=C(C=C1)C=1SC(=CN1)Br)OC)=O N-[4-(5-bromothiazol-2-yl)-3-methoxy-phenyl]carbamic acid isopropyl ester